6-isopropyl-9-(3-methoxypropoxy)-2-oxo-10-(2-phenylthiazol-4-yl)-6,7-dihydro-2H-pyrido[2,1-a]isoquinoline-3-carboxylic acid C(C)(C)C1N2C(C3=CC(=C(C=C3C1)OCCCOC)C=1N=C(SC1)C1=CC=CC=C1)=CC(C(=C2)C(=O)O)=O